FC(C(=O)O)(F)F.ClC=1C(=C2C(=NNC2=CC1C)N)C=1C(=NN(C1C)C1CC2(CNC2)C1)C1=CC2=CN(N=C2C=C1)CCOC 5-chloro-4-(3-(2-(2-methoxyethyl)-2H-indazol-5-yl)-5-methyl-1-(2-azaspiro[3.3]heptan-6-yl)-1H-pyrazol-4-yl)-6-methyl-1H-indazol-3-amine trifluoroacetic acid salt